C(=O)O.ClC=1C=C(C=CC1C(=O)N1CCN(CC1)S(=O)(=O)N1CCNCC1)NC(=O)C=1N(C(=CN1)C=1C(=NN(C1)C1CC1)C(F)(F)F)C N-(3-chloro-4-(4-(piperazin-1-ylsulfonyl)piperazine-1-carbonyl)phenyl)-5-(1-cyclopropyl-3-(trifluoromethyl)-1H-pyrazol-4-yl)-1-methyl-1H-imidazole-2-carboxamide formate